5-(hydroxymethyl)-N-(5-(methylthio)-1,3,4-thiadiazol-2-yl)benzo[c]isoxazole-3-carboxamide OCC1=CC=2C(=NOC2C(=O)NC=2SC(=NN2)SC)C=C1